5-(4-((6-(3-ethylureido)pyrimidin-4-yl)methyl)piperazin-1-yl)-N-methylpicolinamide C(C)NC(NC1=CC(=NC=N1)CN1CCN(CC1)C=1C=CC(=NC1)C(=O)NC)=O